FC(C[C@@H]1N(CCN(C1)C1=NC=C(C(=N1)OCC)C(NC=1C=C(C=2N(C1)C=C(N2)C)F)=O)C(=O)OC(C)(C)C)F |o1:3| rel-tert-butyl (2S)-2-(2,2-difluoroethyl)-4-[4-ethoxy-5-({8-fluoro-2-methylimidazo[1,2-a]pyridin-6-yl}carbamoyl)pyrimidin-2-yl]piperazine-1-carboxylate